4-methyl-1-(6-((2-(trifluoromethyl)pyridin-3-yl)thio)-1H-imidazo[4,5-b]pyrazin-2-yl)piperidin-4-amine CC1(CCN(CC1)C1=NC=2C(=NC(=CN2)SC=2C(=NC=CC2)C(F)(F)F)N1)N